NC1=NC=NN2C1=C(C=C2C=2C=C(C(=NC2)OC)C(=O)N[C@@H]2CN(C[C@@H]2F)C(=O)C2(CC2)F)CN2CCC(CC2)(F)F 5-{4-amino-5-[(4,4-difluoropiperidin-1-yl)methyl]pyrrolo[2,1-f][1,2,4]triazin-7-yl}-N-[(3R,4S)-4-fluoro-1-(1-fluorocyclopropanecarbonyl)pyrrolidin-3-yl]-2-methoxypyridine-3-carboxamide